N-para-toluenesulfonyl-(tosyl)glutamic acid CC1=CC=C(C=C1)S(=O)(=O)N([C@@H](CCC(=O)O)C(=O)O)S(=O)(=O)C1=CC=C(C)C=C1